2-(3-(2-((S)-2-methylazetidin-1-yl)-6-(trifluoromethyl)pyrimidin-4-yl)-1-trifluoromethyl-3-azabicyclo[3.1.0]hexane-6-yl)acetic acid C[C@@H]1N(CC1)C1=NC(=CC(=N1)N1CC2(C(C2C1)CC(=O)O)C(F)(F)F)C(F)(F)F